diethyl-aminotrimethoxysilane C(C)C(O[Si](OC)(OC)N)CC